C(C)(=O)N(N)C(=O)C1CN(C1)C=1N=NC(=CC1)OCC1=C(N=NN1C1=CC=C(C=C1)C(F)F)C N-acetyl-1-(6-((1-(4-(difluoromethyl)phenyl)-4-methyl-1H-1,2,3-triazol-5-yl)methoxy)pyridazin-3-yl)azetidine-3-carbohydrazide